COC1=C(C=CC=C1C1=NN(C=N1)C)NC1=CC(=NC=2CCN(C(C12)=O)C)NC1=NC=CC=C1 4-((2-methoxy-3-(1-methyl-1H-1,2,4-triazol-3-yl)phenyl)amino)-6-methyl-2-(pyridin-2-ylamino)-7,8-dihydro-1,6-naphthyridin-5(6H)-one